(3S)-3-({2-[4-methoxy-2-(trifluoromethoxy)phenyl][1,2,4]triazolo[1,5-c]quinazolin-5-yl}amino)azepin-2-one COC1=CC(=C(C=C1)C1=NN2C(=NC=3C=CC=CC3C2=N1)NC=1C(N=CC=CC1)=O)OC(F)(F)F